(6-hydrazinopyrimidin-4-yl)piperidine-4-carboxylic acid methyl ester COC(=O)C1CCN(CC1)C1=NC=NC(=C1)NN